L-glycyl-L-serine C(C(C(=O)O)NC(=O)CN)O